N-(1,3-benzothiazol-2-yl)-2-(5-bromo-2-pyridyl)-3,4-dihydro-1H-isoquinoline-8-carboxamide S1C(=NC2=C1C=CC=C2)NC(=O)C=2C=CC=C1CCN(CC21)C2=NC=C(C=C2)Br